N-Methyl-N-(1-oxo-1H-phenalen-2-yl)methanaminium chloride [Cl-].C[NH+](C)C=1C(C=2C=CC=C3C=CC=C(C1)C23)=O